2-(2-(1'H-[1,3'-Bipyrazol]-3-yl)-5-methylpiperidin-1-yl)-N-(6-amino-5-methylpyridin-3-yl)-2-oxoacetamide N1(N=C(C=C1)C1N(CC(CC1)C)C(C(=O)NC=1C=NC(=C(C1)C)N)=O)C1=NNC=C1